C(=C)(C)C1C(C(C1)CO)(C)C (3-Isopropenyl-2,2-Dimethylcyclobutyl)Methanol